(2R)-2-Amino-3,3-dimethyl-N-[4-(2-methyl-1H-pyrrolo[2,3-b]pyridin-4-yl)phenyl]butanamide N[C@@H](C(=O)NC1=CC=C(C=C1)C1=C2C(=NC=C1)NC(=C2)C)C(C)(C)C